2-(2-(6-chloronicotinyl)hydrazine-1-carbonyl)cyclohexane-1-carboxylic acid ClC1=NC=C(CNNC(=O)C2C(CCCC2)C(=O)O)C=C1